C1(CC1)[C@H](NC(=O)NC1=CC=C(C=C1)S(=O)(=O)C)C=1OC2=C(C1C)C=C(C=C2)F (S)-1-(cyclopropyl-(5-fluoro-3-methylbenzofuran-2-yl)methyl)-3-(4-(methylsulfonyl)phenyl)urea